CN1CC(CCC1)CC1=CC=C(N=N1)C1=C(C=C(C=C1)C(F)(F)F)O 2-(6-((1-methylpiperidin-3-yl)methyl)pyridazin-3-yl)-5-(trifluoromethyl)phenol